S(C)(=O)(=O)O.C(N)(OCCC)=O propyl carbamate mesylate salt